C(C)C(CC1=CC=C(C=C1)NC1=CC=C(C=C1)C1=CC=C(NC2=CC=C(C=C2)CC(CCCC)CC)C=C1)CCCC N,N'-bis(4-(2-ethylhexyl)phenyl)benzidine